(R)-6-(2-(3'-(tert-butyl)-[1,1'-biphenyl]-3-yl)-2-hydroxyacetyl)-2-(1-(3-chlorophenyl)cyclopropyl)-5,6,7,8-tetrahydropyrido[4,3-d]pyrimidin-4(3H)-one C(C)(C)(C)C=1C=C(C=CC1)C1=CC(=CC=C1)[C@H](C(=O)N1CC2=C(N=C(NC2=O)C2(CC2)C2=CC(=CC=C2)Cl)CC1)O